FC(C1=C(C=O)C=CC(=C1)F)F 2-(difluoromethyl)-4-fluorobenzaldehyde